O=C1OCCN1 2-oxo-oxazolidin